p-tolyl (6-cyano-5-methyl-2-phenylpyridin-3-yl)carbamate C(#N)C1=C(C=C(C(=N1)C1=CC=CC=C1)NC(OC1=CC=C(C=C1)C)=O)C